N,N-di-(2-butyl)-1,4-phenylenediamine CC(CC)N(C1=CC=C(C=C1)N)C(C)CC